COC=1C=C2C(=NC=NC2=CC1OC)OC1=CC(=C(C(=C1)F)C(C(=O)NC1=CC=C(C=C1)OC)=O)F (4-((6,7-dimethoxyquinazolin-4-yl)oxy)-2,6-difluorophenyl)-N-(4-methoxyphenyl)-2-oxoacetamide